Tert-butyl ((S)-2-((4-(((2-amino-2-methylpropyl)amino)methyl)pyridin-2-yl)amino)-1-((1r,4S)-4-methylcyclohexyl)-2-oxoethyl)carbamate NC(CNCC1=CC(=NC=C1)NC([C@H](C1CCC(CC1)C)NC(OC(C)(C)C)=O)=O)(C)C